tert-butyl (5-(((6-(((6-cyclopropylimidazo[1,2-a]pyridin-2-yl)methyl)amino)pyrimidin-4-yl)oxy)methyl)-4,6-dimethylpyridin-2-yl)carbamate C1(CC1)C=1C=CC=2N(C1)C=C(N2)CNC2=CC(=NC=N2)OCC=2C(=CC(=NC2C)NC(OC(C)(C)C)=O)C